zinc, strontium salt [Sr].[Zn]